CN(C([C@H](CC(=O)OC(C)(C)C)NC)=O)C tert-Butyl (3S)-4-(dimethylamino)-3-(methylamino)-4-oxo-butanoate